C(C)(C)(C)OC(=O)C1(N=CCC=C1)C1=NC=CC=C1 bipyridine-2(5H)-carboxylic acid tert-butyl ester